[2-(diethoxymethyl)phenyl]{2-[(propan-2-ylideneamino)oxy]-4-(trifluoromethyl)phenyl}methanone C(C)OC(C1=C(C=CC=C1)C(=O)C1=C(C=C(C=C1)C(F)(F)F)ON=C(C)C)OCC